N[C@@H]1[C@@H](OCC12CCN(CC2)C=2N(C(C1=C(N2)NN=C1C#CC(C)(C)O)=O)C)C 6-((3S,4S)-4-amino-3-methyl-2-oxa-8-azaspiro[4.5]decan-8-yl)-3-(3-hydroxy-3-methylbut-1-yn-1-yl)-5-methyl-1,5-dihydro-4H-pyrazolo[3,4-d]pyrimidin-4-one